CC1=CC=C2C(C(COC2=C1)C(C)(C)C1=CC=NC=C1)=O 7-methyl-3-(2-(pyridin-4-yl)propan-2-yl)chroman-4-one